7-amino-2-(4-methoxybenzyl)phthalazin-1(2H)-one NC1=CC=C2C=NN(C(C2=C1)=O)CC1=CC=C(C=C1)OC